CS(=O)(=O)CCCS(=O)(=O)C1=CC=C(OCC2CN(CC2C)CCC=2C=C(C#N)C=CC2)C=C1 3-[2-(3-{[4-(3-methylsulfonyl-propanesulfonyl)phenoxy]methyl}-4-methylpyrrolidin-1-yl)ethyl]benzonitrile